IC1=C(C=CC(=C1)OC1=CC=CC=C1)OCOC 2-iodo-1-(methoxymethoxy)-4-phenoxy-benzene